C(C)(=O)O[C@H](C)C1=CC=C(C=C1)C |r| racemic-1-(4-methylphenyl)ethanol acetate